(S)-2-((tert-Butoxycarbonyl)amino)-5-methylhexanoic acid C(C)(C)(C)OC(=O)N[C@H](C(=O)O)CCC(C)C